disodium hydroxy-ethylidene-di-phosphonic acid OCC(P(O)(O)=O)P(O)(O)=O.[Na].[Na]